CC(CC=O)CCCCCCCC 3-methylundecanal